(2S,4r)-1-[(2S)-2-(4-cyclopropyl-triazol-1-yl)-3,3-dimethyl-butyryl]-4-hydroxy-N-[2-(5-methyltetrazol-2-yl)ethyl]pyrrolidine-2-carboxamide C1(CC1)C=1N=NN(C1)[C@H](C(=O)N1[C@@H](C[C@H](C1)O)C(=O)NCCN1N=C(N=N1)C)C(C)(C)C